(4-bromopyridin-2-yl)-3-(p-tolyl)propanamide BrC1=CC(=NC=C1)C(C(=O)N)CC1=CC=C(C=C1)C